dimethyl-2,2'-bithiophene CC1=CSC(=C1C)C2=CC=CS2